COC1=CC=C(C=C1)C1CCC2(CCCN12)CO (3-(4-Methoxyphenyl)tetrahydro-1H-pyrrolizin-7a(5H)-yl)methanol